NC=1C(=NN(C1C)C1=NC(=NC=C1F)N1CCN(CC1)C(=O)N1N=CC[C@H]1C=1C=C(C#N)C=C(C1)F)C (S)-3-(1-(4-(4-(4-amino-3,5-dimethyl-1H-pyrazol-1-yl)-5-fluoropyrimidin-2-yl)piperazine-1-carbonyl)-4,5-dihydro-1H-pyrazol-5-yl)-5-fluorobenzonitrile